1-((2R,4S)-4-(4-amino-3-((1-methyl-1H-benzo[d]imidazol-5-yl)ethynyl)-1H-pyrazolo[4,3-c]pyridin-1-yl)-2-(methoxymethyl)pyrrolidin-1-yl)prop-2-en-1-one NC1=NC=CC2=C1C(=NN2[C@H]2C[C@@H](N(C2)C(C=C)=O)COC)C#CC2=CC1=C(N(C=N1)C)C=C2